ClC=1C=C(C=CC1)C(C(OC(=O)N[C@H](C(=O)N[C@H](/C=C/C(=O)OC)C[C@H]1C(NCC1)=O)CC1=CC=CC=C1)C1=CC=CC=C1)(F)F Methyl (4S,E)-4-((2S)-2-(((2-(3-chlorophenyl)-2,2-difluoro-1-phenylethoxy)carbonyl)amino)-3-phenylpropanamido)-5-((S)-2-oxopyrrolidin-3-yl)pent-2-enoate